FC(C1=C(C=CC(=C1)C(F)(F)F)CC(=O)N(CC=1OC(=NN1)C=1N=NC(=CC1)C1CCNCC1)C1=CC=C(C=C1)F)(F)F 2-[2,4-bis(trifluoromethyl)phenyl]-N-(4-fluorophenyl)-N-({5-[6-(hexahydropyridin-4-yl)-1,2-diazin-3-yl]-1,3,4-oxadiazol-2-yl}methyl)acetamide